C(CCCCCCCCCCCCCCCCCCC)[Si](OCC)(OCC)OCC eicosyl-triethoxysilane